BrC1=C2CN(CN(C2=CC=C1)CC)CC1=C(C=CC=C1)C(F)(F)F 5-bromo-1-ethyl-3-(2-(trifluoromethyl)benzyl)quinazoline